2-fluoro-3-((S)-2-((1-(4-methoxybenzyl)-6-oxo-5-(trifluoromethyl)-1,6-dihydropyridazine-4-yl)amino)propoxy)propionic acid FC(C(=O)O)COC[C@H](C)NC=1C=NN(C(C1C(F)(F)F)=O)CC1=CC=C(C=C1)OC